octaneamide C(CCCCCCC)(=O)N